1,5-dimethyl-1H-1,2,4-triazole-3-carboximidoamide hydrochloride Cl.CN1N=C(N=C1C)C(N)=N